3-fluoro-5,8,8-trimethyl-5-[3-(4,4,5,5-tetramethyl-1,3,2-dioxaborolan-2-yl)phenyl]-9,10-dihydro-7H-benzo[b][1,8]naphthyridin-6-one FC1=CC=2C(C3=C(NC2N=C1)CC(CC3=O)(C)C)(C3=CC(=CC=C3)B3OC(C(O3)(C)C)(C)C)C